((1r,3r)-3-((5-([1,2,4]triazolo[1,5-a]pyridin-6-yl)-7H-pyrrolo[2,3-d]pyrimidin-2-yl)amino)-1-methylcyclobutyl)(pyrrolidin-1-yl)methanone N=1C=NN2C1C=CC(=C2)C2=CNC=1N=C(N=CC12)NC1CC(C1)(C)C(=O)N1CCCC1